(E)-3-(2,3-dihydrobenzo[b][1,4]dioxin-6-yl)-N-(1-phenyl-2-(1H-1,2,4-triazol-1-yl)ethyl)acrylamide O1C2=C(OCC1)C=C(C=C2)/C=C/C(=O)NC(CN2N=CN=C2)C2=CC=CC=C2